CN1N=C(N=C1C)C1=CC=C(C=N1)S(=O)(=O)NC=1C(=CC=C2C=NN(C12)C)OC 6-(1,5-dimethyl-1,2,4-triazol-3-yl)-N-(6-methoxy-1-methylindazol-7-yl)pyridine-3-sulfonamide